(E)-N-(3-chlorophenyl)-3-(1H-indazol-6-yl)acrylamide ClC=1C=C(C=CC1)NC(\C=C\C1=CC=C2C=NNC2=C1)=O